N-BOC-lysine C(=O)(OC(C)(C)C)N[C@@H](CCCCN)C(=O)O